FC1=CC(=C(C=C1)C(C)N1C[C@@H](N(C[C@H]1C)C=1C=2C(N(C(C1)=O)C)=CN(N2)CC#N)C)C2(COC2)O 2-(7-((2S,5R)-4-(1-(4-fluoro-2-(3-hydroxyoxetan-3-yl)phenyl)ethyl)-2,5-dimethylpiperazin-1-yl)-4-methyl-5-oxo-4,5-dihydro-2H-pyrazolo[4,3-b]Pyridin-2-yl)acetonitrile